CN1CC(CC1)OC(C(OC1=CC=C(C=C1)OC)C1=C(C=CC=C1)C(C)C)=O 2-(2-isopropylphenyl)-2-(4-methoxyphenoxy)acetic acid-1-methylpyrrolidin-3-yl ester